2-amino-N-[(1S)-5-[2-(2-aminopyridin-3-yl)-5-(pyrazol-1-yl)imidazo[4,5-b]pyridin-3-yl]-2,3-dihydro-1H-inden-1-yl]-3-formylbenzamide NC1=C(C(=O)N[C@H]2CCC3=CC(=CC=C23)N2C(=NC=3C2=NC(=CC3)N3N=CC=C3)C=3C(=NC=CC3)N)C=CC=C1C=O